(4s)-4-(2,6-difluorostyryl)-N,N-diethylaniline FC1=C(C=CC2=CC=C(N(CC)CC)C=C2)C(=CC=C1)F